3-stearamidopropanoic acid C(CCCCCCCCCCCCCCCCC)(=O)NCCC(=O)O